N[C@H]1C(=O)NCCCC1 |r| DL-α-amino-e-caprolactam